1-nonadecanoyl-2-decanoyl-sn-glycero-3-phosphocholine C(CCCCCCCCCCCCCCCCCC)(=O)OC[C@@H](OC(CCCCCCCCC)=O)COP(=O)([O-])OCC[N+](C)(C)C